3-(2-methoxyphenyl)-N-(5-methyl-1,3,4-thiadiazol-2-yl)isonicotinamide COC1=C(C=CC=C1)C1=C(C(=O)NC=2SC(=NN2)C)C=CN=C1